NC=1C(NC2=C3C=CC(=NC3=C(C=C2C1C1=C2C=NNC2=C(C=C1)F)OCC)OC)=O 3-Amino-6-ethoxy-4-(7-fluoro-1H-indazol-4-yl)-8-methoxy-1H-1,7-phenanthrolin-2-one